NC1=CC=C(C=C1)N1C[C@H]2CN(C[C@H]2C1)C(=O)OC(C)(C)C tert-butyl (3aR,6aS)-2-(4-aminophenyl)-1,3,3a,4,6,6a-hexahydropyrrolo[3,4-c]pyrrole-5-carboxylate